C(C)(C)(C)OC(NC1=NC(=NS1)C1=C(N=CN1C)C)=O (3-(1,4-dimethyl-1H-imidazol-5-yl)-1,2,4-thiadiazol-5-yl)carbamic acid tert-butyl ester